C1(=CC=CC=C1)COC(=O)N1[C@@H](CC(C1)=O)C(N(C)C)=O (2S)-2-(dimethylcarbamoyl)-4-oxopyrrolidine-1-carboxylic acid phenylmethyl ester